N-[3-chloro-4-[4-[2-(dimethylamino)ethyl]piperidine-1-carbonyl]phenyl]-5-(2,3-difluoro-4-methoxy-phenyl)-1-methyl-imidazole-2-carboxamide ClC=1C=C(C=CC1C(=O)N1CCC(CC1)CCN(C)C)NC(=O)C=1N(C(=CN1)C1=C(C(=C(C=C1)OC)F)F)C